1-(3-(4-amino-5-(6-cyclopropoxy-pyridin-3-yl)-7-methyl-7H-pyrrolo[2,3-d]pyrimidin-6-yl)pyrrolidin-1-yl)prop-2-en-1-one NC=1C2=C(N=CN1)N(C(=C2C=2C=NC(=CC2)OC2CC2)C2CN(CC2)C(C=C)=O)C